tetrapropyl-tetravinylcyclotetrasiloxane C(CC)[Si]1(O[Si](O[Si](O[Si](O1)(C=C)CCC)(C=C)CCC)(C=C)CCC)C=C